ClC1=CC=C(C(=N1)C(=O)O)N[C@H](C)C=1C=C(C=C2C(N3C(=NC12)C=1C=CC(=NC1CC3)OC)=O)F 6-chloro-3-[[(1R)-1-(10-fluoro-3-methoxy-8-oxo-5,6-dihydro-1,6-naphthyridino[5,6-b]quinazolin-12-yl)ethyl]amino]pyridine-2-carboxylic acid